OC1=C(C(=CC(=C1C(CC)=O)O)O)C(CCCC)=O 1-(2,4,6-trihydroxy-3-propionylphenyl)pentan-1-one